C(C)N1C2=CC=CC=C2C=2C=C(C=CC12)C=CC1=CC=C(C=C1)C1=CC=C(C=C1)C=CC=1C=CC=2N(C3=CC=CC=C3C2C1)CC bis[2-(9-ethyl-9H-carbazol-3-yl)vinyl]-1,1'-biphenyl